FC([C@H](C)O)(F)C1=CC=C(C=C1)CC(=O)O {4-[(2S)-1,1-difluoro-2-hydroxypropyl]Phenyl}Acetic Acid